ON=NC1=CC=CC=C1 hydroxyiminoaniline